C(C)(C)C1=CC=CC2=C1CCCCC2 isopropyl-6,7,8,9-tetrahydro-5H-benzo[7]annulen